CN1N=CC(=C1)C1=NC=2C(=NC=CC2N2CC3CCC(C2)N3C3CC(C3)C#N)N1 3-(3-(2-(1-methyl-1H-pyrazol-4-yl)-3H-imidazo[4,5-b]pyridin-7-yl)-3,8-diazabicyclo[3.2.1]octan-8-yl)cyclobutane-1-carbonitrile